[[2-[(2R,5S)-2-cyclohexyl-5-methyl-1-piperidyl]-2-oxo-acetyl]amino]pyridine-3-carboxamide C1(CCCCC1)[C@@H]1N(C[C@H](CC1)C)C(C(=O)NC1=NC=CC=C1C(=O)N)=O